4-Amino-6-((3-fluorophenyl)amino)-N-phenylpyridineamide hydrochloride Cl.NC1=CC(=NC(=C1)NC1=CC(=CC=C1)F)C(=O)NC1=CC=CC=C1